ClC1=CC(=C(C=C1F)NC1=CC(=NC=C1C(=O)NOCC)NC1=NC(=NC(=C1)C)C)N(S(=O)(=O)C)C 4-((4-chloro-5-fluoro-2-(N-methyl-methanesulfonamido)-phenyl)amino)-6-((2,6-dimethyl-pyrimidin-4-yl)-amino)-N-ethoxynicotinamide